1'-[1,4-cyclohexanediyl-bis(methylene)]bismaleimide (3-hydroxy-1-(4-methoxyphenyl)cyclobutyl)methyl-4-methylbenzenesulfonate OC1CC(C1)(C1=CC=C(C=C1)OC)COS(=O)(=O)C1=CC=C(C=C1)C.C1(CCC(CC1)CC=1C(=O)NC(C1)=O)CC=1C(=O)NC(C1)=O